7-iso-pentyl-1,4-dimethylazulene C(CC(C)C)C1=CC=C(C2=CC=C(C2=C1)C)C